OCC1CCC(CC1)NC=1C2=C(N=CN1)NC=C2C(C2=CC(=CC=C2)F)=O 4-((1r,4r)-4-hydroxymethyl-cyclohexylamino)-5-(3-fluorobenzoyl)-7H-pyrrolo[2,3-d]pyrimidine